ClC=1N=CC=2N(C1)C(=NC2C(F)(F)F)C(C)(C)NC(=O)[O-] ({2-[6-Chloro-1-(trifluoromethyl)imidazo[3,4-a]pyrazin-3-yl]propan-2-yl}amino)methanoate